1-(methoxyethyl)pyrazole COCCN1N=CC=C1